2,3-dimethylbutanoyl chloride CC(C(=O)Cl)C(C)C